C1(=CC=CC=C1)C=1NC(SC1)N/N=C/C=1N=C(C=2N(C3=CC=CC=C3C2C1)CC1=CC=C(C=C1)F)C1=C(C=CC=C1)Cl 4-phenyl-2-(((E)-(1-(2-chlorophenyl)-9-(4-fluorobenzyl)-β-carbolin-3-yl)methylene)hydrazino)-2,3-dihydrothiazole